3-Bromo-1-(3-methoxypropyl)-1H-pyrazolo[3,4-d]pyrimidin-4-amine BrC1=NN(C2=NC=NC(=C21)N)CCCOC